ClC=1C(=NC(=NC1)NC=1C=CC(=C(C(=O)OC)C1)B1OCC(CO1)(C)C)N[C@H]1[C@@H](CCCC1)C#N methyl 5-((5-chloro-4-(((trans)-2-cyanocyclohexyl)amino) pyrimidin-2-yl)amino)-2-(5,5-dimethyl-1,3,2-dioxaborinan-2-yl)benzoate